[N+](=O)([O-])C1=CC=C(C(=O)OCCCCC(=O)OC(C)(C)C)C=C1 5-(tert-butoxy)-5-oxopentyl 4-nitrobenzoate